C(CCCCCCCCCCCCC)(=O)[O-].[In+3].C(CCCCCCCCCCCCC)(=O)[O-].C(CCCCCCCCCCCCC)(=O)[O-] indium (iii) Myristate